C(C)(C)C1=CC=C(C=N1)C=1N=C2N(C=CC=C2)C1CN1C2CN(C(C1)CC2)C(=O)C2=NC(=CC=C2)OC (5-{[2-(6-Isopropylpyridin-3-yl)imidazo[1,2-a]pyridin-3-yl]methyl}-2,5-diazabicyclo[2.2.2]oct-2-yl)(6-methoxypyridin-2-yl)methanone